ClC[C@H](O)C1=CC(=C(C=C1)F)F (R)-2-chloro-1-(3,4-difluorophenyl)ethanol